C(C1=CC=CC=C1)OC(=O)N1[C@@H]2C[C@H]([C@H](C1)C2)OC(=O)C=2C(=NOC2C2CC2)C2=C(C=CC=C2Cl)Cl (1S,4S,5R)-5-[[5-cyclopropyl-3-(2,6-dichlorophenyl)-1,2-oxazol-4-yl]carbonyloxy]-2-azabicyclo[2.2.1]heptane-2-carboxylic acid benzyl ester